FC(OC1=CC=CC=2C(N([C@H]3C=4N([C@@H](C21)C3)C3=C(N4)C=CC(=C3)C#CC3CC(C3)=O)C([2H])([2H])[2H])=O)F (7R,14R)-1-(difluoromethoxy)-6-(methyl-d3)-11-((3-oxocyclobutyl)ethynyl)-6,7-dihydro-7,14-methanobenzo[f]benzo[4,5]imidazo[1,2-a][1,4]diazocin-5(14H)-one